3,3',3'',3''',3''''-(pentane-1,2,3,4,5-pentaylpentakis(oxy))pentapropanenitrile C(C(C(C(COCCC#N)OCCC#N)OCCC#N)OCCC#N)OCCC#N